ClC1=C(C(=CC=C1)Cl)N1CC(C1)C1=CC(=C(CN2CC(C2)(O)C)C=C1C)C 1-(4-(1-(2,6-dichlorophenyl)azetidin-3-yl)-2,5-dimethylbenzyl)-3-methylazetidin-3-ol